(6aR,9R)-5-bromo-N,N-diethyl-4,6,6a,7,8,9-hexahydroindolo[4,3-fg]quinoline-9-carboxamide BrC=1NC2=CC=CC=3C4=C[C@H](CN[C@@H]4CC1C32)C(=O)N(CC)CC